8-(3,5-difluoro-4-formylphenyl)-5-(((5-fluoro-2,3-dihydrobenzofuran-4-yl)methyl)amino)imidazo[1,2-c]pyrimidine-2-carbonitrile FC=1C=C(C=C(C1C=O)F)C=1C=2N(C(=NC1)NCC1=C(C=CC3=C1CCO3)F)C=C(N2)C#N